N-(4-ethoxyphenyl)-7-(4-fluoro-3-methylphenyl)pyrazolo[1,5-a]pyrimidine-2-carboxamide C(C)OC1=CC=C(C=C1)NC(=O)C1=NN2C(N=CC=C2C2=CC(=C(C=C2)F)C)=C1